5-nitrobenzotriazole [N+](=O)([O-])C1=CC2=C(NN=N2)C=C1